3-aminophenylboronic acid, Hydrochloride Cl.NC=1C=C(C=CC1)B(O)O